5-bromothiophene-2-sulfonyl chloride BrC1=CC=C(S1)S(=O)(=O)Cl